COC=1C=C(\C=C\2/CC(C\C(\C2=O)=C/C2=CC(=C(C=C2)OC)OC)N(S(=O)(=O)N)C(C)C)C=CC1OC (3,5-Bis((E)-3,4-dimethoxybenzylidene)-4-oxocyclohexyl)-isopropylsulfamid